CC(CC(CCC(C)=O)=O)CCC=C(CC)C 7,11-dimethyltridec-10-ene-2,5-dione